(S)-tetrahydrofuran-3-yl-4-methyl-benzene-sulfonate O1C[C@H](CC1)OS(=O)(=O)C1=CC=C(C=C1)C